C(C)OC(=O)C=1OC2=C(C1C)C(=C(C=C2)S(N(CC)C2=C(C=C(C=C2)N2CCCCC2)CN(CC=2OC=CC2)C(C2=C(C=CC=C2)Cl)=O)(=O)=O)CC Ethyl-5-(N-(2-((2-chloro-N-(furan-2-ylmethyl)benzoylamino)methyl)-4-(piperidin-1-yl)phenyl)-N-Ethylsulfamoyl)-3-methylbenzofuran-2-carboxylic acid ethyl ester